(7S)-2-Benzyl-7-methyl-3-[(trans)-4-(1H-1,2,3,4-tetrazol-5-yl)cyclohexyl]-3H,6H,7H,8H,9H-imidazo[4,5-f]chinolin C(C1=CC=CC=C1)C=1N(C=2C(=C3CC[C@@H](NC3=CC2)C)N1)[C@@H]1CC[C@H](CC1)C1=NN=NN1